5-Chloro-3-(1-((1-(2-((4-chlorophenyl)sulfonamido)ethyl)piperidin-4-yl)methyl)-1H-1,2,3-triazol-4-yl)-1H-indol ClC=1C=C2C(=CNC2=CC1)C=1N=NN(C1)CC1CCN(CC1)CCNS(=O)(=O)C1=CC=C(C=C1)Cl